C(C)(SC(C(NC1=CC=CC=C1)=O)CC1=CC=CC=C1)=O S-(1-oxo-3-phenyl-1-(phenylamino)propan-2-yl) ethanethioate